1-(3-((1-(trifluoromethyl)cyclopropyl)methoxy)-1H-pyrazol-1-yl)ethan-1-one FC(C1(CC1)COC1=NN(C=C1)C(C)=O)(F)F